4-ethoxy-5'-fluoro-2-oxo-2H-[1,2'-bipyridine]-3-carboxylic acid C(C)OC1=C(C(N(C=C1)C1=NC=C(C=C1)F)=O)C(=O)O